N1=C(C=CC=C1)OC1CCN(CC1)C1=CC=C(C=N1)C=1C=2N(C=CC1)N=CC2C#N 4-(6-(4-(pyridin-2-oxy)piperidin-1-yl)pyridin-3-yl)pyrazolo[1,5-a]pyridine-3-carbonitrile